5-bromoindan-1-one BrC=1C=C2CCC(C2=CC1)=O